C(CCCC(=O)O)(=O)O.CC(C)CCC[C@@H](C)[C@H]1CC[C@H]2[C@@H]3CC=C4C[C@@H](O)CC[C@]4(C)[C@H]3CC[C@]12C mono-cholesterol glutarate